ClC=1C=C(C=CC1Cl)N1N=C(C=C1C)OCCN1CC(CC1)N 1-{2-[1-(3,4-dichlorophenyl)-5-methyl-1H-pyrazol-3-yloxy]ethyl}pyrrolidin-3-amine